tert-butyl [(2R)-6-(benzyloxy)-8-fluoro-7-(1,1,4-trioxo-1λ6,2,5-thiadiazolidin-2-yl)-1,2,3,4-tetrahydronaphthalen-2-yl]carbamate C(C1=CC=CC=C1)OC=1C=C2CC[C@H](CC2=C(C1N1S(NC(C1)=O)(=O)=O)F)NC(OC(C)(C)C)=O